1-amino-4-((tert-butoxycarbonyl)amino)-3-methoxypyridin-1-ium 2,4-dinitrophenolate [N+](=O)([O-])C1=C(C=CC(=C1)[N+](=O)[O-])[O-].N[N+]1=CC(=C(C=C1)NC(=O)OC(C)(C)C)OC